OCCN1CCN(CC1)CC(=O)NC=1C=CC(=C(C(=O)N[C@H](C)C2=CC=CC3=CC=CC=C23)C1)C (R)-5-(2-(4-(2-hydroxyethyl)piperazin-1-yl)acetamido)-2-methyl-N-(1-(naphthalen-1-yl)ethyl)benzamide